2-{3-[6-({6-[(1S,4S)-5-Methyl-2,5-diazabicyclo[2.2.1]heptan-2-yl]pyridin-2-yl}amino)-[1,3]thiazolo[5,4-c]pyridin-2-yl]phenyl}propan-2-ol CN1[C@@H]2CN([C@H](C1)C2)C2=CC=CC(=N2)NC2=CC1=C(C=N2)SC(=N1)C=1C=C(C=CC1)C(C)(C)O